NC1=C(C(=O)O)C=C(C(=C1)F)C1=NC=C(C2=C1C(=NO2)N)C=2C=NNC2 2-amino-5-(3-amino-7-(1H-pyrazol-4-yl)isoxazolo[4,5-c]pyridin-4-yl)-4-fluorobenzoic acid